AminoPentanoic Acid NC(C(=O)O)CCC